C(=O)C1CCC(CC1)NC(=O)C=1C=NC=CC1NC(C)C N-(4-formylcyclohexyl)-4-(isopropylamino)pyridin-3-Formamide